CC=1OC(=C(N1)C)C1=CC(=C(C=C1)NC=1N=CC2=C(N1)C(=NC(=C2)C)N2CC1(C2)CCOCC1)OCC N-(4-(2,4-dimethyloxazol-5-yl)-2-ethoxyphenyl)-6-methyl-8-(7-oxa-2-azaspiro[3.5]nonan-2-yl)pyrido[3,4-d]pyrimidin-2-amine